9-(1-aminoethyl)-2-((4-methoxybenzyl)oxy)-3,7-dimethyl-4H-pyrido[1,2-a]pyrimidin-4-one NC(C)C1=CC(=CN2C1=NC(=C(C2=O)C)OCC2=CC=C(C=C2)OC)C